(6-fluoro-8-(5-(((5-fluoro-2,3-dihydrobenzofuran-4-yl)methyl)amino)-[1,2,4]triazolo[4,3-c]pyrimidin-8-yl)imidazo[1,2-a]pyridin-3-yl)dimethylphosphine oxide FC=1C=C(C=2N(C1)C(=CN2)P(C)(C)=O)C=2C=1N(C(=NC2)NCC2=C(C=CC3=C2CCO3)F)C=NN1